ClC=1C=CC(=C(C1)NC(=O)NC1=NC(=CN=C1)OC(CN(C)C)C)OC 1-(5-chloro-2-methoxyphenyl)-3-[6-[2-(dimethylamino)-1-methylethoxy]pyrazine-2-yl]urea